O1C2=C(OCC1)C(=CC=C2)C(C(CCNC)(O)C2=CC(=NC(=C2)OC)OC)C=2C(=NC1=CC=C(C=C1C2)C#N)OC 3-(1-(2,3-Dihydrobenzo[b][1,4]dioxin-5-yl)-2-(2,6-dimethoxypyridin-4-yl)-2-hydroxy-4-(methylamino)butyl)-2-methoxyquinoline-6-carbonitrile